OC1=CC=C(CN2C(C3=CC=CC(=C3C2)C)=O)C=C1 2-(4-hydroxybenzyl)-4-methylisoindolin-1-one